monoethyl 3,5-di-tert-butyl-4-hydroxybenzyl phosphonate P(OCC)(OCC1=CC(=C(C(=C1)C(C)(C)C)O)C(C)(C)C)=O